Azole-1-oxide [NH+]1(C=CC=C1)[O-]